ClC=1C(=CC=C2N=CC(=NC12)C=1C=NN(C1)CC(C)(O)C)OC=1C=CC2=C(NC(=N2)C)C1F 1-(4-(8-chloro-7-[(7-fluoro-2-methyl-1H-1,3-benzodiazol-6-yl)oxy]quinoxalin-2-yl)-1H-pyrazol-1-yl)-2-methylpropan-2-ol